NC1=CC=C(NC=2C(=NC(=C(N2)NC)C2=CC=CC=3N(C=NC32)C)C(=O)N)C=C1 3-(4-Aminoanilino)-5-(methylamino)-6-(1-methylbenzimidazol-4-yl)pyrazin-2-carboxamid